Acetic acid 8-oxo-octyl ester O=CCCCCCCCOC(C)=O